C(C1=CC=CC=C1)(C1=CC=CC=C1)(C1=CC=CC=C1)[CH2+] Trityl-carbenium